2,2-dioxido-2,1-benzothiazol O=S1(N=C2C(=C1)C=CC=C2)=O